amino-4-methoxy-[1,1'-biphenyl] NC1=C(C=CC(=C1)OC)C1=CC=CC=C1